1,1-dimethyl-(2,3-dihydro-1H-indene) CC1(CCC2=CC=CC=C12)C